[Si](C)(C)(C(C)(C)C)OCCCC=1C=C(C=CC1)CC#N 2-(3-(3-((Tert-butyldimethylsilyl)oxy)propyl)phenyl)acetonitrile